BrC=1C=C(C=2CC(NC2C1)=C(C)C)C(=O)O 6-bromo-1-isopropylyl-1H-indole-4-carboxylic acid